C(C)(C)(C)OC(=O)N1C[C@H](CCC1)NC1=NC=C(C(=N1)C1=CNC2=C(C=CC=C12)NS(=O)(=O)CC1CC1)C(F)(F)F (S)-3-((4-(7-((cyclopropylmethyl)sulfonamido)-1H-indol-3-yl)-5-(trifluoromethyl)pyrimidin-2-yl)amino)piperidine-1-carboxylic acid tert-butyl ester